1-(2-aminoethyl)piperidin-2-one Hydrobromide Br.NCCN1C(CCCC1)=O